N-[1-(adamantan-1-yl)ethyl]-2-[5-(furan-2-yl)-2H-1,2,3,4-tetrazol-2-yl]acetamide C12(CC3CC(CC(C1)C3)C2)C(C)NC(CN2N=C(N=N2)C=2OC=CC2)=O